C1(=CC=CC=C1)C(C)NC(=O)NC1=CC=CC=C1 1,3-diphenyl-ethyl-urea